C(C=C)(=O)OCCCCCC[Si](OC)(OC)C acryloyloxyhexylmethyldimethoxysilane